undecane-3,4-dicarboxylate CCC(C(CCCCCCC)C(=O)[O-])C(=O)[O-]